N-(1-(5-(6-((1-aminocyclopropyl)methoxy)-3-cyanopyrazolo[1,5-a]pyridin-4-yl)pyridine-2-yl)-4-methylpiperidin-4-yl)-3-chloromethylpyridineamide NC1(CC1)COC=1C=C(C=2N(C1)N=CC2C#N)C=2C=CC(=NC2)N2CCC(CC2)(C)NC(=O)C2=NC=CC=C2CCl